2-(4-((4S,5R)-4,5-bis(4-chloro-phenyl)-2-(2-isopropoxy-4-methoxyphenyl)-4,5-dihydro-1H-imidazole-1-carbonyl)piperazin-1-yl)acetic acid ClC1=CC=C(C=C1)[C@@H]1N=C(N([C@@H]1C1=CC=C(C=C1)Cl)C(=O)N1CCN(CC1)CC(=O)O)C1=C(C=C(C=C1)OC)OC(C)C